OC(=O)C(F)(F)F.N1C[C@@H](CCC1)NC(OC)=O methyl (R)-piperidin-3-ylcarbamate TFA salt